((R)-1,4-dioxan-2-yl)(4-(4-(((R)-1-(2-fluoro-3-(trifluoromethyl)phenyl)ethyl)amino)-7-methoxy-2-methylpyrido[2,3-d]pyrimidin-6-yl)piperazin-1-yl)methanone O1[C@H](COCC1)C(=O)N1CCN(CC1)C1=CC2=C(N=C(N=C2N[C@H](C)C2=C(C(=CC=C2)C(F)(F)F)F)C)N=C1OC